(R)-5-(3-((1-methanesulfonylazetidin-3-yl)oxy)-2-fluorophenyl)-3-(2-amino-2-phenylethyl)-1-(2-fluoro-6-(trifluoromethyl)benzyl)-6-methylpyrimidine-2,4(1H,3H)-dione CS(=O)(=O)N1CC(C1)OC=1C(=C(C=CC1)C=1C(N(C(N(C1C)CC1=C(C=CC=C1C(F)(F)F)F)=O)C[C@@H](C1=CC=CC=C1)N)=O)F